C(C)S(=O)(=O)O 1-ethanesulfonic acid